4-(4-Fluoro-3-(1-azaspiro[3.5]nonane-1-carbonyl)benzyl)phthalazin FC1=C(C=C(CC2=NN=CC3=CC=CC=C23)C=C1)C(=O)N1CCC12CCCCC2